NC1=C(N=NC(=C1)C1=C(C=CC(=C1)Cl)F)N1CC2(C1)COC(C2)=O 2-[4-amino-6-(5-chloro-2-fluorophenyl)pyridazin-3-yl]-6-oxa-2-azaspiro[3.4]octan-7-one